COC(=O)C1=CN(C(C(=C1NC1=C(C=C(C=C1)I)F)F)=O)CC1=C(C(=NC=C1)N=C(C1=CC=CC=C1)C1=CC=CC=C1)F 1-[[2-(benzhydrylideneamino)-3-fluoropyridin-4-yl]methyl]-5-fluoro-4-(2-fluoro-4-iodoanilino)-6-oxopyridine-3-carboxylic acid methyl ester